2-Amino-4-(3-((S)-2-((dimethylamino)methyl)pyrrolidin-1-yl)-5-fluoro-7,9-dihydrofuro[3,4-f]quinazolin-6-yl)-7-fluorothieno[3,2-c]pyridine-3-carbonitrile NC1=C(C=2C(=NC=C(C2S1)F)C=1C2=C(C=3C=NC(=NC3C1F)N1[C@@H](CCC1)CN(C)C)COC2)C#N